OCCN1C2(CCN3NC4CCN(CC4C3C1)C(=O)C=1NC3=CC=CC=C3C1)CC2 13'-(2-hydroxyethyl)-4'-(1H-indole-2-carbonyl)-4',8',9',13'-tetraazaspiro[cyclopropane-1,12'-tricyclo[7.5.0.02,7]tetradecane]